(bromomethyl)-3-(3-methoxyphenyl)-1-phenyl-1H-pyrazole BrCC=1C(=NN(C1)C1=CC=CC=C1)C1=CC(=CC=C1)OC